4-(difluoromethyl)-N-((6-methoxy-1,2-dimethyl-1H-benzimidazol-7-yl)methyl)benzamide FC(C1=CC=C(C(=O)NCC2=C(C=CC3=C2N(C(=N3)C)C)OC)C=C1)F